tert-butyldimethyl-(oct-7-yn-1-yloxy)silane C(C)(C)(C)[Si](OCCCCCCC#C)(C)C